N-(5-amino-2-(4-(dimethylamino)piperidin-1-yl)-4-methoxyphenyl)acrylamide trifluoroacetic acid salt FC(C(=O)O)(F)F.NC=1C(=CC(=C(C1)NC(C=C)=O)N1CCC(CC1)N(C)C)OC